NC1=CN=NC2=CC(=CC=C12)C1=CC(=C(C=C1)CC(=O)O)B(O)O 2-[4-(4-aminocinnolin-7-yl)-2-boronophenyl]acetic acid